2-((2-(naphthalen-1-yl)ethyl)thio)benzothiazole C1(=CC=CC2=CC=CC=C12)CCSC=1SC2=C(N1)C=CC=C2